3,5-dihydroxy-6-methyl-2,3-dihydro-4H-pyran-4-one OC1COC(=C(C1=O)O)C